methanesulfonic acid 2-{3-[2-(1-{[3,5-bis(difluoromethyl)-1H-pyrazol-1-yl]-acetyl} piperidin-4-yl) 1,3-thiazol-4-yl]-4,5-dihydro-1,2-oxazol-5-yl}-3-chlorophenyl ester FC(C1=NN(C(=C1)C(F)F)CC(=O)N1CCC(CC1)C=1SC=C(N1)C1=NOC(C1)C1=C(C=CC=C1Cl)OS(=O)(=O)C)F